3a-(5-(piperidin-1-ylmethyl)-5,6-dihydro-1,4,2-dioxazin-3-yl)octahydropyrano[3,4-c]pyrrole N1(CCCCC1)CC1OC(=NOC1)C12CNCC1CCOC2